FC1=C(C=C(C=C1)C)N1C(N(C2=C1C=CC=C2)C)=O 2-fluoro-5-methylphenyl-3-methyl-1H-benzo[d]imidazol-2(3H)-one